(E)-4-((2-bromophenyl)(hydroxy)methyl)-2-(2-phenylhydrazino)pent-4-enoic acid ethyl ester C(C)OC(C(CC(=C)C(O)C1=C(C=CC=C1)Br)NNC1=CC=CC=C1)=O